C(C)(C)(C)OC(=O)N1C(C2=CC=CC=C2C1)C1=C(C=C(C=C1)Cl)C (4-chloro-2-methylphenyl)isoindoline-2-carboxylic acid tert-butyl ester